Lithium nickel cobalt manganese [Mn].[Co].[Ni].[Li]